ClC1=C(C(=O)N)C=CC(=C1)NC1=NC=C(C(=N1)N[C@H](CO)C1=CC=CC=C1)C1=NC=NN1 2-chloro-4-[[4-[[(1S)-2-hydroxy-1-phenyl-ethyl]amino]-5-(1H-1,2,4-triazol-5-yl)-pyrimidin-2-yl]amino]benzamide